(R)-5-(6-Chloropyridin-2-yl)-7-methyl-N-(1,1,1-trifluoropropan-2-yl)pyrazolo[1,5-a]Pyrimidine ClC1=CC=CC(=N1)C1=NC=2N(C(=C1)C)N(CC2)[C@@H](C(F)(F)F)C